2-(1-(6-((4-(cyclopropanecarbonyl)-2-fluorobenzyl)oxy)pyridin-2-yl)piperidin-4-yl)ethyl acetate C(C)(=O)OCCC1CCN(CC1)C1=NC(=CC=C1)OCC1=C(C=C(C=C1)C(=O)C1CC1)F